N-[(tert-butyloxy)carbonyl]methyl-D-leucyl-L-prolyl-{4-[N'-(hexyloxycarbonyl)carbamimidoyl]benzyl}amide hydrochloride Cl.C(C)(C)(C)OC(=O)CN[C@H](CC(C)C)C(=O)N1[C@@H](CCC1)C(=O)[N-]CC1=CC=C(C=C1)C(N)=NC(=O)OCCCCCC